N-(5-chloro-6-methylpyridazin-3-yl)cyclopropanecarboxamide ClC=1C=C(N=NC1C)NC(=O)C1CC1